O1CCN(CC1)C[Si](C=1C=C(C=C)C=CC1)(C)C 3-(morpholinomethyldimethylsilyl)styrene